COP(OC)(=O)C1OC(C2=CC=CC=C12)=O 3-oxo-1,3-dihydro-isobenzofuran-1-phosphonic acid dimethyl ester